8-mercapto-1-octyl-trimethoxysilane tert-butyl-4-(((1R,3S)-3-((6-chloro-2-(trifluoromethyl)quinolin-4-yl)amino)cyclohexyl)carbamoyl)-1H-pyrazole-1-carboxylate C(C)(C)(C)OC(=O)N1N=CC(=C1)C(N[C@H]1C[C@H](CCC1)NC1=CC(=NC2=CC=C(C=C12)Cl)C(F)(F)F)=O.SCCCCCCCC[Si](OC)(OC)OC